C(CCCC(CCCC)C(=O)[O-])C(=O)[O-] nonane-1,5-dicarboxylate